C(C1=CC=CC=C1)OC(=O)N1[C@@H](C[C@H](C1)NC(=O)OC(C)(C)C)C(=O)O (2s,4r)-1-benzyloxycarbonyl-4-(tert-butoxycarbonylamino)pyrrolidine-2-carboxylic acid